1-Methyl-2-(6-trifluoromethoxy-benzothiazol-2-ylamino)-1H-benzoimidazole-5-carboxylic acid [2-(3-hydroxy-piperidin-1-yl)-ethyl]-amide OC1CN(CCC1)CCNC(=O)C1=CC2=C(N(C(=N2)NC=2SC3=C(N2)C=CC(=C3)OC(F)(F)F)C)C=C1